CC(CCC)NC1=CC=C(C(=O)O)C=C1 4-(N-2-pentylamino)benzoic acid